C(C1=CC=CC=C1)[SH+]CC1=C(C=C(C=C1)O)C benzyl-2-methyl-4-hydroxy-phenylmethylsulfonium